SCCC(=O)O.SCCC(=O)O.SCCC(=O)O.C(O)C(CC)(CO)CO Trimethylolpropan-tri-(3-mercapto propionat)